3-(2-methoxy-4-((1-(tetrahydro-2H-pyran-4-carbonyl)piperidin-4-yl)oxy)phenyl)-2-methyl-6-(pentafluorosulfanyl)quinazolin-4(3H)-one COC1=C(C=CC(=C1)OC1CCN(CC1)C(=O)C1CCOCC1)N1C(=NC2=CC=C(C=C2C1=O)S(F)(F)(F)(F)F)C